C(C)(C)C=1C=C(C=CC1)[C@H]1N([C@@H]2N(O[C@H]1C=C2)C(CC2=CC=CC=C2)=O)C(=O)OC |o1:9,11,14| Methyl (1S*,4R*,6R*)-6-(3-isopropylphenyl)-3-(2-phenylacetyl)-2-oxa-3,5-diazabicyclo[2.2.2]oct-7-ene-5-carboxylate